ClC1=CC=C(S1)CNC1=CC(=NN1C(C(CO)(C)C)=O)C1CCN(CC1)C(=O)OC(C)(C)C tert-butyl 4-(5-[(5-chlorothiophen-2-yl)methyl]amino-1-(3-hydroxy-2,2-dimethylpropanoyl)-1H-pyrazol-3-yl)piperidine-1-carboxylate